2,4-difluorochlorobenzene ethyl-7-((1R,2S)-2-(2-(trityloxy)ethoxy)cyclopropyl)imidazo[1,2-a]pyridine-3-carboxylate C(C)OC(=O)C1=CN=C2N1C=CC(=C2)[C@@H]2[C@H](C2)OCCOC(C2=CC=CC=C2)(C2=CC=CC=C2)C2=CC=CC=C2.FC2=C(C=CC(=C2)F)Cl